COC(=O)C1(CC1)C1=CC=C(C=C1)C=1C=NC(=C(C1)F)C=1C=NN(C1NC1=NC(=CN=C1)OC(C)C)C 1-[4-[5-fluoro-6-[5-[(6-isopropoxypyrazin-2-yl)amino]-1-methyl-pyrazol-4-yl]-3-pyridinyl]phenyl]cyclopropanecarboxylic acid methyl ester